3-[[(tert-butyldiphenylsilyl)oxy]methyl]piperazine-1-carboxylic acid tert-butyl ester C(C)(C)(C)OC(=O)N1CC(NCC1)CO[Si](C1=CC=CC=C1)(C1=CC=CC=C1)C(C)(C)C